4-((2-(2H-1,2,3-triazol-2-yl)pyrimidin-4-yl)methoxy)benzene N=1N(N=CC1)C1=NC=CC(=N1)COC1=CC=CC=C1